2-[(2R)-2-methylmorpholin-4-yl]-6-(propan-2-yl)-4-{[4-(propan-2-yl)phenyl]amino}-5,6-dihydro-7H-pyrrolo[3,4-d]pyrimidin-7-one C[C@@H]1CN(CCO1)C=1N=C(C2=C(N1)C(N(C2)C(C)C)=O)NC2=CC=C(C=C2)C(C)C